ClC=1C=C(C=NC1)C(=O)N1CCC(CC1)C(O)(C1=CC=CC=C1)C1=CC=CC=C1 [1-(5-chloropyridine-3-carbonyl)piperidin-4-yl]diphenylmethanol